1-(3-(4-(3,4-difluoro-2-(trifluoromethyl)phenyl)piperidine-1-carbonyl)-1,4,5,7-tetrahydro-6H-pyrazolo[3,4-c]pyridin-6-yl)ethan-1-one FC=1C(=C(C=CC1F)C1CCN(CC1)C(=O)C1=NNC=2CN(CCC21)C(C)=O)C(F)(F)F